didodecyltellurium oxide C(CCCCCCCCCCC)[Te](CCCCCCCCCCCC)=O